(S)-2-(4-(2-amino-2-cyclohexylacetyl)piperazine-1-carbonyl)-6-methoxy-1-methyl-1H-indole-3-carbaldehyde N[C@H](C(=O)N1CCN(CC1)C(=O)C=1N(C2=CC(=CC=C2C1C=O)OC)C)C1CCCCC1